[Au].[Sb].[As].ClC1=CC=C2C=CN=C(C2=C1)NC1=CC(=NC=C1)C(=O)NCC1=CC(=C(C=C1)OC)OC 4-((7-chloroisoquinolin-1-yl)amino)-N-(3,4-dimethoxybenzyl)pyridinecarboxamide arsenic-antimony-gold